CC1=C(C(=NO1)C=1C=NC(=CC1)C)COC1=CC2=C(C=N1)C(N(C2)C2CC1(COC1)C2)=O 6-((5-Methyl-3-(6-methylpyridin-3-yl)isoxazol-4-yl)methoxy)-2-(2-oxaspiro[3.3]heptan-6-yl)-1H-pyrrolo[3,4-c]pyridin-3(2H)-one